O[C@H]1[C@@H](CN(CC1)CC=1N=CN(C1)C1=CC(=C(C#N)C=C1)OC)C=1C(=C2COC(C2=CC1)=O)C 4-(4-(((3R,4R)-4-hydroxy-3-(4-methyl-1-oxo-1,3-dihydroisobenzofuran-5-yl)piperidin-1-yl)methyl)-1H-imidazol-1-yl)-2-methoxybenzonitrile